FC1=CC=C(C=C1)COC1=C2C=CN(C2=CC(=C1)CNC(C)=O)CC1=CC(NC=C1)=O N-[[4-[(4-fluorophenyl)methoxy]-1-[(2-oxo-1H-pyridin-4-yl)methyl]indol-6-yl]methyl]acetamide